1-(3-isopropyl-1,2,4-oxadiazol-5-yl)piperidin-4-ol Methyl-(1S,4s)-4-(2-(((R)-2-(5-fluoropyridin-3-yl)-2-hydroxyethyl)amino)-2-methylpropyl)cyclohexane-1-carboxylate CC1(CCC(CC1)CC(C)(C)NC[C@H](O)C=1C=NC=C(C1)F)C(=O)OC1CCN(CC1)C1=NC(=NO1)C(C)C